FC(C1(CCC1)C(=O)NN)(F)F 1-(trifluoromethyl)cyclobutane-1-carbohydrazide